tert-butyl 4-(3,3,4,4-tetramethylborolan-1-yl)-3,6-dihydro-2H-pyridine-1-carboxylate CC1(CB(CC1(C)C)C=1CCN(CC1)C(=O)OC(C)(C)C)C